N-(2-((4-(3',5'-dimethyl-[1,1'-biphenyl]-3-yl)thiazol-2-yl)amino)-2-oxoethyl)-1-(methylsulfonyl)-1H-pyrrole-3-carboxamide CC=1C=C(C=C(C1)C)C1=CC(=CC=C1)C=1N=C(SC1)NC(CNC(=O)C1=CN(C=C1)S(=O)(=O)C)=O